4-(3,6-difluoro-2-methylphenyl)-5-[4-(6-hydroxyhexyl)benzoyl]-1-methylpyrrole-3-carboxamide FC=1C(=C(C(=CC1)F)C=1C(=CN(C1C(C1=CC=C(C=C1)CCCCCCO)=O)C)C(=O)N)C